C1(=CC=C(C=C1)C1=NNC2=CC=C(C=C12)C(=O)N1CC2(C1)CNCCC2)C2=CC=CC=C2 (3-([1,1'-Biphenyl]-4-yl)-1H-indazol-5-yl)(2,6-diazaspiro[3.5]nonan-2-yl)methanone